BrC=1C(=NC(=CC1)C)C(=O)NC bromo-N,6-dimethylpyridineamide